(5-chloro-1,3,4-thiadiazol-2-yl)-2-((4-oxo-1-cyclohexyl-4,5-dihydro-1H-pyrazolo[3,4-d]pyrimidin-6-yl)thio)acetamide ClC1=NN=C(S1)C(C(=O)N)SC=1NC(C2=C(N1)N(N=C2)C2CCCCC2)=O